C(=C)C[SiH](OCCOC)OCCOC vinylmethyldi(2-methoxyethoxy)silane